N1C(=NC2=C1C=CC=C2)CNC2=NN(C1=NC(=CN=C12)C1CC1)C1CC2(COC2)C1 N-[(1H-benzimidazol-2-yl)methyl]-6-cyclopropyl-1-(2-oxaspiro[3.3]heptan-6-yl)-1H-pyrazolo[3,4-b]pyrazin-3-amine